2,4-dimethylamino-6-(4-fluoroanilino)-1,3,5-triazine CNC1=NC(=NC(=N1)NC)NC1=CC=C(C=C1)F